4-[(5-chloro-4-methyl-2-sulfonylphenyl)azo]-3-hydroxy-2-naphthoic acid calcium [Ca].ClC=1C(=CC(C(C1)N=NC1=C(C(=CC2=CC=CC=C12)C(=O)O)O)=S(=O)=O)C